Tert-butyl 3-((2'-chloro-4,5,5',6'-tetrahydro-2H-spiro[furan-3,8'-pyrano[3,4-b]pyridin]-4'-yl)oxy)azetidine-1-carboxylate ClC1=CC(=C2C(=N1)C1(OCC2)COCC1)OC1CN(C1)C(=O)OC(C)(C)C